N-(2-aminoethyl)-2-(4-(bis(2-chloro-ethyl)amino)phenoxy)acetamide, trifluoroacetate salt FC(C(=O)O)(F)F.NCCNC(COC1=CC=C(C=C1)N(CCCl)CCCl)=O